6-methylenedihydroxybenzofuran C=C1C=C2C(=C(C(O2)O)O)C=C1